7-((4-(2-fluoro-6-(methylcarbamoyl)quinoxal-3-yl)piperazin-1-yl)methyl)-9-fluoro-2-methylpyrazolo[1,5-a]quinoxaline-4(5H)-one FC1=NC2=CC=C(C=C2N=C1N1CCN(CC1)CC=1C=C2NC(C=3N(C2=C(C1)F)N=C(C3)C)=O)C(NC)=O